NC1=NN2C(N=CC=C2)=C1C(=O)NC(C)C1=CC(=C2C(=NNC2=C1OCC)C#N)Cl 2-Amino-N-(1-(4-chloro-3-cyano-7-ethoxy-1H-indazol-6-yl)ethyl)pyrazolo[1,5-a]pyrimidine-3-carboxamide